C(C1=CC=CC=C1)N1CCOC2=C(C1)C(=CC=C2Br)F 4-Benzyl-9-bromo-6-fluoro-2,3,4,5-tetrahydrobenzo[f][1,4]oxazepine